4-(2,5-Diazabicyclo[2.2.2]octan-2-yl)-7-(3-chloro-5-hydroxy-2-(trifluoromethyl)phenyl)-2-((1-(morpholinomethyl)cyclopropyl)methoxy)-6,7-dihydropyrido[3,4-d]pyrimidin-8(5H)-one C12N(CC(NC1)CC2)C=2C1=C(N=C(N2)OCC2(CC2)CN2CCOCC2)C(N(CC1)C1=C(C(=CC(=C1)O)Cl)C(F)(F)F)=O